3-(2-chloro-6-(6-(methylcarbamoyl)pyrimidin-4-yl)pyridin-4-yl)-4-(methylsulfonyl)piperazine-1-carboxylate ClC1=NC(=CC(=C1)C1CN(CCN1S(=O)(=O)C)C(=O)[O-])C1=NC=NC(=C1)C(NC)=O